ClC1=C(C=CC(=C1)Cl)NNC(=O)C1(CC2=CC=CC=C2C1)NC(=O)C=1C(=NN(C1)C)C(F)F N-(2-(2-(2,4-dichlorophenyl)hydrazine-1-carbonyl)-2,3-dihydro-1H-inden-2-yl)-3-(difluoromethyl)-1-methyl-1H-pyrazole-4-carboxamide